(4-(4-(tert-butoxycarbonyl)piperazin-1-yl)phenyl)boric acid C(C)(C)(C)OC(=O)N1CCN(CC1)C1=CC=C(C=C1)OB(O)O